FC1(CCC(CC1)C(NC(=O)C1=C(C=NS1)CC)C=1OC2=C(N1)C=C(C=C2)C(COC)N2C(NC(C2)C(F)(F)F)=O)F N-((4,4-difluorocyclohexyl)(5-(2-methoxy-1-(2-oxo-4-(trifluoromethyl)imidazolidin-1-yl)ethyl)benzo[d]oxazol-2-yl)methyl)-4-ethylisothiazole-5-carboxamide